C(C1=CC=CC=C1)N1C(=NC2=C1C=CC=C2)C2=NC=CC=C2 1-benzyl-2-(pyridin-2-yl)-benzo[d]imidazole